(R)-3-((3-fluoro-4-(6-(2-methyl-2H-tetrazol-5-yl) pyridin-3-yl) phenyl) amino)-2-hydroxypropyl dihydrogen phosphate P(=O)(OC[C@@H](CNC1=CC(=C(C=C1)C=1C=NC(=CC1)C=1N=NN(N1)C)F)O)(O)O